C1(CCCC1)N1N=C(C=C1C1=C(C=CC=C1)C(F)(F)F)C(=O)N[C@H](CC(=O)NC=1OC=CN1)CCN1CC(CCC1)(F)F (3S)-3-({1-cyclopentyl-5-[2-(trifluoromethyl)phenyl]-1H-pyrazol-3-yl}formamido)-5-(3,3-difluoropiperidin-1-yl)-N-(1,3-oxazol-2-yl)pentanamide